(5-(1,1-difluoro-2-morpholinoethyl)-2-(piperidin-1-yl)phenyl)-6-(1H-pyrazol-4-yl)pyridineamide FC(CN1CCOCC1)(F)C=1C=CC(=C(C1)C=1C(=NC(=CC1)C=1C=NNC1)C(=O)N)N1CCCCC1